(3S)-3-[(tert-butyldimethylsilyl)oxy]-1-(2-chloroethyl)-pyrrolidine [Si](C)(C)(C(C)(C)C)O[C@@H]1CN(CC1)CCCl